Cl.C([2H])([2H])([2H])NC([2H])([2H])[2H] di(methyl-d3)amine hydrochloride